1-{4-[5-(3-Chloro-4-isobutyl-phenyl)-[1,2,4]-oxadiazol-3-yl]-benzyl}-4-pyridin-2-ylmethyl-piperidine-4-carboxylic acid ClC=1C=C(C=CC1CC(C)C)C1=NC(=NO1)C1=CC=C(CN2CCC(CC2)(C(=O)O)CC2=NC=CC=C2)C=C1